COC=1C=C2C(=NC(=NC2=CC1OCCCN1CCCC1)N1CCN(CCC1)C)N1C(CCCC1)N 1-(6-methoxy-2-(4-methyl-1,4-diazepan-1-yl)-7-(3-(pyrrolidin-1-yl)propoxy)quinazolin-4-yl)piperidin-2-amine